C(C)OC(=O)C1=CN(C2=CC(=C(C=C2C1=O)Cl)F)C1=CC(=NC=C1)NC(=O)OC(C)(C)C 1-{2-[(tert-Butoxycarbonyl)amino]pyridin-4-yl}-6-chloro-7-fluoro-4-oxoquinoline-3-carboxylic acid ethyl ester